OCCCC(C)=O 5-hydroxy-2-pentanone